1-ethyl-s-triazine C(C)N1CN=CN=C1